4-methylenecinnamic acid C=C1CC=C(C=CC(=O)O)C=C1